CO[Si](CCCOC(C(C)(C)Br)=O)(OC)OC.FC1=CC=C(C=C1)OC1=CC=C(C=C1)[N+](=O)[O-] 1-Fluoro-4-(4-nitrophenoxy)benzene 3-(trimethoxysilyl)propyl-2-bromo-2-methyl-propanoate